C(C)(C)(C)OC(=O)N1C[C@@H](CCCC1)N1C(N(CC2=C1C=C(N=C2)NCC2=C(C=C(C=C2)OC)OC)C2=C(C=CC=C2C)F)=O.C(C2=CC=CC=C2)(C2=CC=CC=C2)(C2=CC=CC=C2)C=C(C(=O)N)C2=CC=CC=C2 trityl-phenyl-acrylamide tert-butyl-(3R)-3-[7-[(2,4-dimethoxyphenyl)methylamino]-3-(2-fluoro-6-methyl-phenyl)-2-oxo-4H-pyrido[4,3-d]pyrimidin-1-yl]azepane-1-carboxylate